(3Z)-11,11-diheptyloxy-3-undecen-1-ol C(CCCCCC)OC(CCCCCC\C=C/CCO)OCCCCCCC